N-(pyridazin-3-yl)propanamide N1=NC(=CC=C1)NC(CC)=O